2-(2,6-Dichloro-phenyl)-6-[5-(5-methyl-pyridin-3-yl)-[1,3,4]oxadiazol-2-yl]-1H-benzoimidazole ClC1=C(C(=CC=C1)Cl)C1=NC2=C(N1)C=C(C=C2)C=2OC(=NN2)C=2C=NC=C(C2)C